S(C#N)C=1C=C(N)C=CC1 3-thiocyanatoaniline